FC=1C=2N(C=C(C1)NC(=O)C1=CC=C(C3=CN(N=C13)CC(F)(F)F)N1CCN(CC1)C(=O)OC(C)(C)C)C=C(N2)C tert-butyl 4-[7-({8-fluoro-2-methylimidazo[1,2-a]pyridin-6-yl} carbamoyl)-2-(2,2,2-trifluoroethyl)indazol-4-yl]piperazine-1-carboxylate